CC=1N=CN(C1)C=1C=C(C(=O)NC2=CC(=C(C=C2)C)NC=2C=C3C(N(C=NC3=CC2)C)=O)C=C(C1)C(F)(F)F 3-(4-methylimidazol-1-yl)-N-[4-methyl-3-[(3-methyl-4-oxo-quinazolin-6-yl)amino]phenyl]-5-(trifluoromethyl)benzamide